5-(2-oxospiro[indol-3,4'-piperidin]-6-yl)benzamide O=C1NC2=CC(=CC=C2C12CCNCC2)C=2C=CC=C(C(=O)N)C2